OP(O)(=O)OP(=O)(O)OP(=O)(O)OP(=O)(O)O.C1(=CC=CC=C1)C(C(C(O)(CCCCCCCCCCCCC)C1=CC=CC=C1)(C(O)(CCCCCCCCCCCCC)C1=CC=CC=C1)C(O)(CCCCCCCCCCCCC)C1=CC=CC=C1)(O)CCCCCCCCCCCCC tetraphenyl-tetra(tridecyl)pentaerythritol tetraphosphate